CC1(OB(OC1(C)C)C=1C=C(CNC(OC(C)(C)C)=O)C=CC1)C tert-butyl (3-(4,4,5,5-tetramethyl-1,3,2-dioxaborolan-2-yl)benzyl)carbamate